3,5-dihydroxy-2,4,6-trinitrobenzene OC=1C(=CC(=C(C1[N+](=O)[O-])O)[N+](=O)[O-])[N+](=O)[O-]